N-(3-(5-methoxy-2-(4-(4-(2-methoxyethyl)piperazin-1-yl)anilino)pyrimidin-4-yloxy)phenyl)acrylamide COC=1C(=NC(=NC1)NC1=CC=C(C=C1)N1CCN(CC1)CCOC)OC=1C=C(C=CC1)NC(C=C)=O